C(C)C1(NC(N(C(C1)=O)[C@@H]1CCOC2=CC=C(C=C12)C(=O)N[C@H]1[C@@H](C(OC2=CC=C(C=C12)F)(C)C)O)=N)CC (R)-4-(4,4-diethyl-2-imino-6-oxotetrahydropyrimidin-1(2H)-yl)-N-((3S,4R)-6-fluoro-3-hydroxy-2,2-dimethylchroman-4-yl)chromane-6-carboxamide